[4-[[(2S)-2-[[(2S)-1-[(2S)-2-(9H-fluoren-9-ylmethoxy carbonyl amino) propanoyl]pyrrolidine-2-carbonyl]amino]-3-methyl-butanoyl]amino]phenyl]methyl (4-nitrophenyl) carbonate C(OCC1=CC=C(C=C1)NC([C@H](C(C)C)NC(=O)[C@H]1N(CCC1)C([C@H](C)NC(=O)OCC1C2=CC=CC=C2C=2C=CC=CC12)=O)=O)(OC1=CC=C(C=C1)[N+](=O)[O-])=O